1,2-cyclopentanediol C1(C(CCC1)O)O